FC(C1=NC=CC(=N1)OC1CCN(CC1)C(=O)OCC1=CC=CC=C1)(F)F benzyl 4-((2-(trifluoromethyl)pyrimidin-4-yl)oxy)piperidine-1-carboxylate